methyl 2-((trans-4-(3-hydroxypropyl) cyclohexyl) amino)-2-methylpropionate OCCC[C@@H]1CC[C@H](CC1)NC(C(=O)OC)(C)C